(R)-benzyl 2-(((benzyloxy)carbonyl)amino)-3-(7-(prop-1-en-2-yl) thieno[3,2-b]pyridine-2-carboxamido)propanoate C(C1=CC=CC=C1)OC(=O)N[C@@H](C(=O)OCC1=CC=CC=C1)CNC(=O)C1=CC2=NC=CC(=C2S1)C(=C)C